[C@@H]1([C@H](O)[C@@H](O)[C@@H](O)[C@H](O1)CO)O[C@@H]([C@@H](C(C)=O)O)[C@H](O)CO 1-deoxy-4-O-(β-D-galactopyranosyl)-D-fructose